O[C@H]1[C@@H](COC1)NC(C(=C)N1C=NC2=C(C1=O)C=C(N=C2C=2C=NC=CC2)C=2C=NC(=CC2)C(F)(F)F)=O (S)-N-((3R,4S)-4-hydroxytetrahydrofuran-3-yl)-2-(4-oxo-8-(pyridin-3-yl)-6-(6-(trifluoromethyl)pyridin-3-yl)pyrido[3,4-d]pyrimidin-3(4H)-yl)propenamide